C(#N)C1=NN(C2=CC=C(C=C12)C1(SC=CC1)C(=O)OC)C(C)C methyl 2-(3-cyano-1-isopropyl-1H-indazol-5-yl)-thiophene-2-carboxylate